3-acetyl-4-hydroxy-5-benzyl-2,5-dihydro-pyrrol-2-one C(C)(=O)C=1C(NC(C1O)CC1=CC=CC=C1)=O